CC1([C@@H]([C@H]1C=C(C)C)C(=O)OCN1C(C=2CCCCC2C1=O)=O)C (1,3,4,5,6,7-hexahydro-1,3-dioxo-2H-isoindol-2-yl)methyl (1R-trans)-2,2-dimethyl-3-(2-methyl prop-1-enyl)cyclopropanecarboxylate